CC1=C(C=C(C=C1)NC(=O)C1CN(C1)C(=O)OC(C)(C)C)C(N[C@H](C)C1=CC=CC2=CC=CC=C12)=O Tert-butyl (R)-3-((4-methyl-3-((1-(naphthalen-1-yl)ethyl)carbamoyl)phenyl) carbamoyl)azetidine-1-carboxylate